NC1(COC2=C1C=C(C=C2Br)Cl)C(=O)N 3-amino-7-bromo-5-chloro-2,3-dihydrobenzofuran-3-carboxamide